2-(4-acryloylpiperazinyl)-4-(1-methylindol-3-yl)pyrazolo[1,5-a][1,3,5]Triazine C(C=C)(=O)N1CCN(CC1)C1=NC=2N(C(=N1)C1=CN(C3=CC=CC=C13)C)N=CC2